2-(2-(3,3-difluoropyrrolidin-1-yl)-5-(ethylsulfonimidoyl)phenyl)-5-methoxy-1H-indole-1-carboxylate FC1(CN(CC1)C1=C(C=C(C=C1)S(=O)(=N)CC)C=1N(C2=CC=C(C=C2C1)OC)C(=O)[O-])F